bis(cyclopentadienyl)cobalt (III) hexafluorophosphate F[P-](F)(F)(F)(F)F.C1(C=CC=C1)[Co+]C1C=CC=C1